(E)-N-(2,3-dihydro-1H-inden-1-yl)-3-(2-oxoindolin-6-yl)acrylamide C1(CCC2=CC=CC=C12)NC(\C=C\C1=CC=C2CC(NC2=C1)=O)=O